2-methyl-5-(2-((S)-3-((S)-tetrahydrofuran-2-yl)-3-(2-(thiophen-2-yl)ethyl)pyrrolidin-1-yl)propan-2-yl)pyridine CC1=NC=C(C=C1)C(C)(C)N1C[C@@](CC1)(CCC=1SC=CC1)[C@H]1OCCC1